5-[(5-bromo-2-ethyl-1,2,4-triazol-3-yl)amino]-3-methyl-isoindolin-1-one BrC=1N=C(N(N1)CC)NC=1C=C2C(NC(C2=CC1)=O)C